2-(4-Fluorophenyl)-N-[4-(6-fluoro-3-phenyl-1H-pyrrolo[3,2-b]pyridin-2-yl)pyridin-2-yl]acetamid FC1=CC=C(C=C1)CC(=O)NC1=NC=CC(=C1)C1=C(C2=NC=C(C=C2N1)F)C1=CC=CC=C1